(3Z)-16,16-dipropoxy-3-hexadecen-1-ol C(CC)OC(CCCCCCCCCCC\C=C/CCO)OCCC